(5R,7R)-5-(4-bromophenyl)-7-methyl-6-(2,2,2-trifluoroethyl)-5,6,7,8-tetrahydro-[1,3]dioxolano[4,5-g]isoquinoline BrC1=CC=C(C=C1)[C@H]1N([C@@H](CC=2C=C3C(=CC12)OCO3)C)CC(F)(F)F